BrC=1C=C(C=C2C=C(NC12)C(=O)N1CCC2(CC(C2)NC=2C=NN(C2)CCO)CC1)Cl (7-bromo-5-chloro-2-indolyl){2-[1-(2-hydroxyethyl)-4-pyrazolylamino]-7-aza-7-spiro[3.5]nonyl}methanone